FC=1C=2N(C=C(C1)C=1NC(C3=C(N1)SC(=C3)C=3CCN(CC3)C(=O)OC(C)(C)C)=O)C=C(N2)C tert-butyl 4-(2-(8-fluoro-2-methylimidazo[1,2-a]pyridin-6-yl)-4-oxo-3,4-dihydrothieno[2,3-d]pyrimidin-6-yl)-3,6-dihydropyridine-1(2H)-carboxylate